6-(Cyclopropanecarboxamido)-N-methyl-4-((2-methyl-1-oxo-1,2-dihydroisoquinolin-8-yl)amino)pyridazine-3-carboxamide C1(CC1)C(=O)NC1=CC(=C(N=N1)C(=O)NC)NC=1C=CC=C2C=CN(C(C12)=O)C